5-fluoroindole-1-carboxamide FC=1C=C2C=CN(C2=CC1)C(=O)N